1,4-Bis[3-(2-pyridyldithio)propionamido]butane N1=C(C=CC=C1)SSCCC(=O)NCCCCNC(CCSSC1=NC=CC=C1)=O